n-docosyl-dipropyl-sulfonium chloride [Cl-].C(CCCCCCCCCCCCCCCCCCCCC)[S+](CCC)CCC